potassium (Z)-(4-chloropyridin-2-yl)(3-methyl-2-oxocyclopentylidene)methanolate ClC1=CC(=NC=C1)/C(/[O-])=C\1/C(C(CC1)C)=O.[K+]